[3-[3-methyl-2-oxo-1-(2-trimethylsilylethoxymethyl) benzimidazol-4-yl]cyclobutyl]methyl 4-methylbenzenesulfonate CC1=CC=C(C=C1)S(=O)(=O)OCC1CC(C1)C1=CC=CC=2N(C(N(C21)C)=O)COCC[Si](C)(C)C